ON=C(C)C1=CC=C(C=C1)NC(NC1=CC=CC=C1)=O 3-{4-[1-(hydroxyimino)ethyl]phenyl}-1-phenylurea